4-((4-Bromo-6-fluoro-1H-indol-5-yl)thio)picolinonitrile BrC1=C2C=CNC2=CC(=C1SC1=CC(=NC=C1)C#N)F